5-fluoro-6-(trifluoro-methyl)pyrimidin-4(3H)-one FC=1C(NC=NC1C(F)(F)F)=O